C(C)(C)(C)OC(=O)N1C(CC(C1)O)C=1C(=NC(=CC1)Cl)N1N=C(C=C1C)C#N 2-[6-chloro-2-(3-cyano-5-methyl-pyrazol-1-yl)-3-pyridyl]-4-hydroxy-pyrrolidine-1-carboxylic acid tert-butyl ester